FC(C1=NN=C(O1)C1=CC=C(CP(OCC)(OCC)=O)C=C1)(F)F diethyl (4-(5-(trifluoromethyl)-1,3,4-oxadiazol-2-yl)benzyl)phosphonate